p-formyl-benzoic acid methyl ester COC(C1=CC=C(C=C1)C=O)=O